[OH-].C(C(C)C)C(C=C[NH+](C=CCC)C=CCC)(C)CC(C)C diisobutyltri-n-butenyl-ammonium hydroxide